(R)-4-(3-methylmorpholino)-2-(1H-pyrrolo[2,3-b]pyridin-4-yl)thieno[3,2-d]pyrimidine-7-carboxamide C[C@@H]1COCCN1C=1C2=C(N=C(N1)C1=C3C(=NC=C1)NC=C3)C(=CS2)C(=O)N